N',N'-dimethyl-1-(o-tolyl)ethane-1,2-diamine CN(CC(N)C1=C(C=CC=C1)C)C